C(CCC(C)(C)C)(=O)OC(C)(C)C1=CC=CC=C1 alpha-cumyl neoheptanoate